N-(3-[4-(5-fluoropyrimidin-2-yl)phenyl]propyl)-2-(furan-3-yl)-6-methylthieno[2,3-d]pyrimidin-4-amine FC=1C=NC(=NC1)C1=CC=C(C=C1)CCCNC=1C2=C(N=C(N1)C1=COC=C1)SC(=C2)C